S(=O)(=O)([O-])[O-].[Mg+].[NH4+] ammonium magnesium sulfate salt